ClC=1C=C(C=CC1)NCC1=CC=C(C=C1)C=1N(C=2C=CC=C(C2C1)NC1CCN(CC1)C1CCOCC1)CC(F)(F)F 2-(4-{[(3-chlorophenyl)amino]methyl}phenyl)-N-[1-(oxan-4-yl)piperidin-4-yl]-1-(2,2,2-trifluoroethyl)-1H-indol-4-amine